di-tert-butyl ((4R)-2-fluoro-5-(11-fluoro-3-methoxy-7-oxo-7,8-dihydrobenzo[5,6]azepino[3,4-b]indol-6(5H)-yl)pentane-1,4-diyl)dicarbamate FC(CNC(OC(C)(C)C)=O)C[C@H](CN1C(C=2NC=3C=CC(=CC3C2C2=C(C1)C=C(C=C2)OC)F)=O)NC(OC(C)(C)C)=O